2-(3,5-dichloro-4-((4-cyclopropylquinolin-6-yl)oxy)phenyl)-3,5-dioxo-2,3,4,5-tetrahydro-1,2,4-triazine-6-carbonitrile ClC=1C=C(C=C(C1OC=1C=C2C(=CC=NC2=CC1)C1CC1)Cl)N1N=C(C(NC1=O)=O)C#N